C(CCNCCNCCNCCNCCCCCCNCCCCCCCC)(=O)O 4,7,10,13,20-pentaazaoctacosanoic acid